Cl.NC1=NC=C(C=N1)C=1N=C(C=2N(C1)C=C(N2)C(=O)N)N2CCNCC2 6-(2-aminopyrimidin-5-yl)-8-(piperazin-1-yl)imidazo[1,2-a]pyrazine-2-carboxamide hydrochloride